bis(methyl)phosphonic acid COP(OC)=O